N,N-diethyl-3-methylaniline CCN(CC)C1=CC=CC(=C1)C